C(C)(C)C1=C(C(=CC=C1)C(C)C)NC(=O)NS(=O)(=O)\C=C\CN(C)C (E)-N-((2,6-diisopropylphenyl)carbamoyl)-3-(dimethylamino)prop-1-ene-1-sulfonamide